6-(4-((Trans-4-((5-(trifluoromethyl)pyridin-2-yl)amino)cyclohexyl)sulfonyl)phenyl)isoindolin-1-one FC(C=1C=CC(=NC1)N[C@@H]1CC[C@H](CC1)S(=O)(=O)C1=CC=C(C=C1)C1=CC=C2CNC(C2=C1)=O)(F)F